Cl.C1(CCC1)[C@H]1CN(C[C@H](N1)C)C=1N=NC(=CN1)C1=C(C=C(C=C1)C=1C=NN(C1)C([2H])([2H])[2H])O 2-{3-[(3S,5R)-3-cyclobutyl-5-methylpiperazin-1-yl]-1,2,4-triazin-6-yl}-5-[1-(2H3)methyl-1H-pyrazol-4-yl]phenol hydrochloride